benzyl (2R)-4-(6-chloro-5-fluoro-4-(3-(2,2,2-trichloroacetyl)ureido)nicotinoyl)-2-methylpiperidine-1-carboxylate ClC1=NC=C(C(=O)C2C[C@H](N(CC2)C(=O)OCC2=CC=CC=C2)C)C(=C1F)NC(=O)NC(C(Cl)(Cl)Cl)=O